FC1=CC=C(CC2=CC3=C(OC[C@@H](N3C(=O)OCC3=CC=CC=C3)C)N=C2C(NCC2CCOCC2)=O)C=C1 benzyl (S)-7-(4-fluorobenzyl)-2-methyl-6-(((tetrahydro-2H-pyran-4-yl)methyl)carbamoyl)-2,3-dihydro-1H-pyrido[2,3-b][1,4]oxazine-1-carboxylate